(6-amino-2-(4,4-difluoropiperidin-1-yl)pyrimidin-4-yl)propan-2-ol NC1=CC(=NC(=N1)N1CCC(CC1)(F)F)CC(C)O